C(C)(=O)C1=CC=C(C=C1)C1=C(C(=O)N)C=CC(=C1C)N(C(=O)NC1=CC=C(C=C1)Cl)CCN1CCOCC1 (4-Acetylphenyl)-4-{3-(4-chlorophenyl)-1-[2-(4-morpholinyl)ethyl]ureido}-3-methylbenzamide